C1(=CC=CC=C1)C=1C=C(C2=CC=CC=C2C1)N1C(=CC2=CC=CC=C12)N1C2=CC=CC=C2C=2C=CC=CC12 N-(3-phenylnaphthyl)-2-(9-carbazolyl)-indole